3,4-dihydroxy-benzoic acid methyl ester COC(C1=CC(=C(C=C1)O)O)=O